4-(5-(3,5-dichlorophenyl)-5-(trifluoromethyl)-4,5-dihydro-isoxazol-3-yl)-2-methylbenzoic acid chloride ClC=1C=C(C=C(C1)Cl)C1(CC(=NO1)C1=CC(=C(C(=O)Cl)C=C1)C)C(F)(F)F